BrC1=CC=C(C=C1)C1=NC2=C(C=CC=C2C=N1)Cl 2-(4-bromophenyl)-8-chloroquinazoline